C(C)OC(=O)[C@H]1C2CCC([C@@H]1NC1=NC(=NN3C1=CC(=C3)C=C)Cl)CC2 (1R,2S,3S,4R)-3-((2-chloro-6-vinylpyrrolo[2,1-f][1,2,4]triazin-4-yl)amino)bicyclo[2.2.2]octane-2-carboxylic acid ethyl ester